NN1C(N(N=CC1=O)C1=CC(=C(C(=C1)Cl)OC1=CNC(C(=C1)N(C)C(C)C)=O)Cl)=O amino-2-(3,5-dichloro-4-((5-(isopropyl-(methyl)amino)-6-oxo-1,6-dihydropyridin-3-yl)oxy)phenyl)-1,2,4-triazine-3,5(2H,4H)-dione